CN1[C@H]2[C@@](CCC1)(CCC2)COC=2N=C(C1=C(N2)C(=C(N=C1)C1=CN=C(C2=CC=CC=C12)OC(F)F)F)N1C[C@@](CCC1)(O)C (3R)-1-(2-{[(4as,7ar)-1-methyl-octahydro-1H-cyclopenta[b]pyridin-4a-yl]methoxy}-7-[1-(difluoromethoxy)isoquinolin-4-yl]-8-fluoropyrido[4,3-d]pyrimidin-4-yl)-3-methylpiperidin-3-ol